C1(\C=C/C(=O)O1)=O maleic acid anhydride